N-((8-chloroquinoxalin-6-yl)methyl)-5-fluoro-4-(piperazin-1-yl)pyridin-3-amine ClC=1C=C(C=C2N=CC=NC12)CNC=1C=NC=C(C1N1CCNCC1)F